5-(2-{[1-(2,2-difluoroethyl)-1H-pyrazol-4-yl]sulfonyl}-2H,4H,5H,6H-pyrrolo[3,4-c]pyrazole-5-carbonyl)-9-fluoro-2,3,4,5-tetrahydro-1,4-benzoxazepin-3-one FC(CN1N=CC(=C1)S(=O)(=O)N1N=C2C(=C1)CN(C2)C(=O)C2NC(COC1=C2C=CC=C1F)=O)F